N-(2-aminoethyl)methyl-acrylamide hydrochloride Cl.NCCNC(C(=C)C)=O